vinyltriphenyliodonium hexafluorophosphate F[P-](F)(F)(F)(F)F.C(=C)[I+](C1=CC=CC=C1)(C1=CC=CC=C1)C1=CC=CC=C1